FC([C@@H]1CC[C@H](CC1)COC=1C=C(C=NC1)C1=NC(=CC=C1)[C@@H]1[C@H](C1)C(=O)O)(F)F (1S,2S)-2-(5'-{[trans-4-(trifluoromethyl)cyclohexyl]methoxy}-2,3'-bipyridin-6-yl)cyclopropanecarboxylic acid